COC(=O)C=1C(OC2=CC(=CC(=C2C1CC=1SC(=C(N1)C)C)C1=CC(=CC=C1)Cl)N(CC)CC)=O (3-chlorophenyl)(4,5-dimethylthiazol-2-yl)methyl-7-(diethylamino)-2-oxo-2H-chromene-3-carboxylic acid methyl ester